(E)-N-Cyclopropyl-2-(((dimethylamino)methylene)amino)-7-hydroxy-4-isobutyl-5-oxo-4,5-dihydropyrazolo[1,5-a]pyrimidine-6-carboxamide hydrochloride Cl.C1(CC1)NC(=O)C=1C(N(C=2N(C1O)N=C(C2)/N=C/N(C)C)CC(C)C)=O